3'-chloro-4'-methoxy-2-(2-trityl-2H-tetrazol-5-yl)-[1,1'-biphenyl]-4-amine ClC=1C=C(C=CC1OC)C1=C(C=C(C=C1)N)C=1N=NN(N1)C(C1=CC=CC=C1)(C1=CC=CC=C1)C1=CC=CC=C1